3-(4-chlorobutyl)-1H-indole-5-carbonitrile ClCCCCC1=CNC2=CC=C(C=C12)C#N